OCCCN1CCNCC1 4-(3-hydroxypropyl)piperazin